NC1=NC=NC=2N(C3=C(C=C(C=C3C21)C(=O)OC)C)CC(=O)O 2-(4-amino-6-(methoxycarbonyl)-8-methyl-9H-pyrimido[4,5-b]indol-9-yl)acetic acid